NC=1C2=C(N=CN1)SC(=N2)C=2C=C(C=CC2C)C#C[C@@]2(CCC=1C2=NC=CC1)O (R)-7-[2-[3-(7-aminothiazolo[5,4-d]pyrimidin-2-yl)-4-methylphenyl]ethynyl]-5,6-dihydrocyclopenta[b]pyridin-7-ol